(S)-5-phenyl-2-((1S,3R)-3-(pyrazolo[1,5-a]pyridin-7-yl)cyclobutyl)-2,5,6,7-tetrahydro-3H-pyrrolo[2,1-c][1,2,4]triazol-3-one C1(=CC=CC=C1)[C@@H]1CCC2=NN(C(N21)=O)C2CC(C2)C2=CC=CC=1N2N=CC1